(3R)-4-[5-chloro-4-(1-methyl-1H-pyrazol-5-yl)-7-(3-methyl-1H-pyrazol-5-yl)imidazo[1,5-b]pyridazin-2-yl]-3-methylmorpholine ClC=1N=C(N2N=C(C=C(C21)C2=CC=NN2C)N2[C@@H](COCC2)C)C2=CC(=NN2)C